(2-methoxy-5-(piperidin-3-yl)nicotinonitrile) TFA salt OC(=O)C(F)(F)F.COC1=C(C#N)C=C(C=N1)C1CNCCC1